ON(C(C(=CCCC)C)=O)O N,N-dihydroxyl-propyl-methyl-acrylamide